N1N=NC2=C1C=CC(=C2)C(=O)N2C[C@H](C[C@H](C2)C(=O)N)C(=O)NC2=CC(=C(C=C2)Cl)F (3S,5R)-1-(1H-benzo[d][1,2,3]triazole-5-carbonyl)-N3-(4-chloro-3-fluorophenyl)piperidine-3,5-dicarboxamide